N1[C@@H](CCCC1)C(=O)O (2s)-Hexahydropyridine-2-carboxylic acid